FC(C1=CC=C(C=C1)CC1CCN(CC1)C(=O)N1C[C@@H]2[C@H](OCC(N2)=O)CC1)(F)F (+)-trans-6-[4-[[4-(Trifluoromethyl)phenyl]methyl]piperidine-1-carbonyl]-4,4a,5,7,8,8a-hexahydropyrido[4,3-b][1,4]oxazin-3-one